COC1=CC=C(C=N1)NC(=O)C1=NC(=NC(=C1)C1CCOCC1)C1=CN=CN1C N-(6-methoxypyridin-3-yl)-2-(1-methyl-1H-imidazol-5-yl)-6-(tetrahydro-2H-pyran-4-yl)pyrimidine-4-carboxamide